6-[5-(difluoromethyl)-1,3,4-oxadiazol-2-yl]-2-[(1R,2R)-2-hydroxy-1,2-diphenylethyl]-2,3-dihydro-1H-isoindol-1-one FC(C1=NN=C(O1)C1=CC=C2CN(C(C2=C1)=O)[C@@H]([C@@H](C1=CC=CC=C1)O)C1=CC=CC=C1)F